C(C)(C)N1C2CN(CC2C1)C1=NC=CC=C1 2-(6-isopropyl-3,6-diazabicyclo[3.2.0]heptan-3-yl)pyridin